3-amino-5-methyl-1H-pyridin-2-one NC=1C(NC=C(C1)C)=O